6-(tert-butoxycarbonyl)-7-oxo-4,5,6,7-tetrahydrothieno[2,3-c]pyridine-3-carboxylic acid C(C)(C)(C)OC(=O)N1C(C2=C(CC1)C(=CS2)C(=O)O)=O